The molecule is a member of the class of mebendazole in which the benzoyl group is replaced by a p-fluorobenzoyl group. A broad-spectrum anthelmintic, it is used, particularly in veterinary medicine, for the treatment of nematodal infections. It has a role as an antinematodal drug and a teratogenic agent. It is a member of benzimidazoles, a carbamate ester, an organofluorine compound and an aromatic ketone. COC(=O)NC1=NC2=C(N1)C=C(C=C2)C(=O)C3=CC=C(C=C3)F